COC=1C=C2C(=NC1)CN(C2)C(=O)[O-] 3-methoxy-5,7-dihydropyrrolo[3,4-b]pyridine-6-carboxylate